C(C)(C)(C)P(C1=C(C=CC=C1)C1=C(C=C(C=C1C(C)C)C(C)C)C(C)C)C(C)(C)C 2-Di-t-butylphosphino-2',4',6'-triisopropyl-1,1'-biphenyl